C(CCC)S(=O)(=O)[O-] 1-Butansulfonat